Trans-1-benzyl-4-(difluoromethyl)pyrrolidine-3-carboxylic acid ethyl ester C(C)OC(=O)[C@@H]1CN(C[C@H]1C(F)F)CC1=CC=CC=C1